C(C)OC1=C(C(=C(CCO)C=C1)F)F 4-ethoxy-2,3-difluorophenethyl alcohol